C(C)(C)C1=CC=C(C=C1)NC(N(C)C)=O 3-(4-isopropylphenyl)-1,1-dimethyl-urea